C1(CCC1)N1C(C2CCC(C1)N2C(\C=C\CN(C)C)=O)=O (e)-3-cyclobutyl-8-(4-(dimethylamino)but-2-enoyl)-3,8-diazabicyclo[3.2.1]octan-2-one